C(C=C)(=O)NC=1C(=CC(=C(C1)NC1=NC=C(C(=N1)NC1=C(C=CC=C1)C1=NN(C=C1)C)C(=O)OC(C)C)OC)N1CCOCC1 Isopropyl 2-((5-acrylamido-2-methoxy-4-morpholinophenyl)amino)-4-((2-(1-methyl-1H-pyrazol-3-yl)phenyl)amino)pyrimidin-5-carboxylate